FC1=C(C=C(C(=C1)F)C1=C(C=CC(=C1)F)CO)NS(=O)(=O)C=1C=C(C(=O)OC)C=C(C1OC)C=1CCOCC1 Methyl 3-[[2,4-difluoro-5-[5-fluoro-2-(hydroxymethyl)phenyl]phenyl]sulfamoyl]-5-(3,6-dihydro-2H-pyran-4-yl)-4-methoxy-benzoate